N-(5-fluoro-2-(1-hydroxycyclobutyl)-4-methoxyphenyl)acetamide tert-butyl-(3-chloro-5-(4,4,5,5-tetramethyl-1,3,2-dioxaborolan-2-yl)benzyl)(cyclopropyl)carbamate C(C)(C)(C)OC(N(C1CC1)CC1=CC(=CC(=C1)B1OC(C(O1)(C)C)(C)C)Cl)=O.FC=1C(=CC(=C(C1)NC(C)=O)C1(CCC1)O)OC